5-(pyrazin-2-yl)pyrrolidine-2-thione N1=C(C=NC=C1)C1CCC(N1)=S